tert-butyl {[4-(benzyloxy)-6-bromo-2-fluoro-3-(2,2,2-trifluoroacetamido)phenyl]methyl}{2-[methoxy(methyl)amino]-2-oxoethyl}carbamate C(C1=CC=CC=C1)OC1=C(C(=C(C(=C1)Br)CN(C(OC(C)(C)C)=O)CC(=O)N(C)OC)F)NC(C(F)(F)F)=O